N-(4-(benzyloxy)phenyl)-5-(4-methoxyphenyl)-1H-pyrazol-3-amine C(C1=CC=CC=C1)OC1=CC=C(C=C1)NC1=NNC(=C1)C1=CC=C(C=C1)OC